di(2-ethyl hexyl) sebacate C(CCCCCCCCC(=O)OCC(CCCC)CC)(=O)OCC(CCCC)CC